OCCOCCOCCNC(OCC1=CC=CC=C1)=O Benzyl N-[2-[2-(2-hydroxyethoxy)ethoxy]ethyl]carbamate